5-(prop-2-en-1-yl)-2H-1,3-benzodioxole C(C=C)C1=CC2=C(OCO2)C=C1